Acetic acid 1-(2-(1,3-dioxolan-2-yl) ethyl)-2-ethyl-4,4-dimethylcyclohexyl ester O1C(OCC1)CCC1(C(CC(CC1)(C)C)CC)OC(C)=O